C(C)(CC)NS(=O)(=O)C1=CC(=CC=C1)C(=O)N1CC2(C3=CC(=CC=C13)NS(=O)(=O)C)CCCCC2 N-(sec-butyl)-3-(5'-(methylsulfonamido)spiro[cyclohexane-1,3'-indoline]-1'-carbonyl)benzenesulfonamide